(3-chloro-5-methyl-4-(3-(1-methyl-1H-pyrazol-4-yl)-1H-pyrazolo[3,4-c]pyridin-5-yl)phenyl)-2-(dimethylamino)acetamide ClC=1C=C(C=C(C1C=1C=C2C(=CN1)NN=C2C=2C=NN(C2)C)C)C(C(=O)N)N(C)C